ClC=1N(N=C2C(N(CCC21)[C@@H]2C(N(C1=C(OC2)C=C2C(=C1)OC(=N2)C2CC2)C)=O)=O)CC2=CC=C(C=C2)F (S)-7-(3-chloro-2-(4-fluorobenzyl)-7-oxo-2,4,5,7-tetrahydro-6H-pyrazolo[3,4-c]pyridin-6-yl)-2-cyclopropyl-9-methyl-6,7-dihydro-oxazolo[5',4':4,5]benzo[1,2-b][1,4]oxazepin-8(9H)-one